1-(3-((2,6-dihydroxy-5'-methyl-4-pentyl-2'-(prop-1-en-2-yl)-1',2',3',4'-tetrahydro-[1,1'-biphenyl]-3-yl)sulfonyl)piperidin-1-yl)ethan-1-one OC1=C(C(=CC(=C1S(=O)(=O)C1CN(CCC1)C(C)=O)CCCCC)O)C1C(CCC(=C1)C)C(=C)C